C1N(CC2C1CNC2)C(=O)OC2=NC(=NC=C2)OC (2-methoxypyrimidin-4-yl) hexahydropyrrolo[3,4-c]pyrrole-2(1H)-carboxylate